3-(2,2-dimethyl-1,3-dioxolan-4-yl)-1-phenylpentan-1-one CC1(OCC(O1)C(CC(=O)C1=CC=CC=C1)CC)C